COC(=O)C1N(CCNC1)C=1N=NC(=CC1)OCC=1C(=NOC1C)C1=CC=C(C=C1)F [6-((3-(4-fluorophenyl)-5-methylisoxazol-4-yl)methoxy)pyridazin-3-yl]Piperazine-2-carboxylic acid methyl ester